FC(C=1C=C(C=NC1)C(=O)NC1=C(N=NS1)C(=O)O)(F)F [5-(trifluoromethyl)pyridine-3-amido]-1,2,3-thiadiazole-4-carboxylic acid